C1(=CC=CC=C1)N(C(=O)OC[C@@]1(CC=2C=CC=C(C2CC1)OCC(=O)O)O)C1=CC=CC=C1 2-[[(6R)-6-(diphenylcarbamoyloxymethyl)-6-hydroxy-7,8-dihydro-5H-naphthalen-1-yl]oxy]acetic acid